benzoxphosphine O1PC=CC2=C1C=CC=C2